4-CHLORO-1,2-DIHYDRO-2-OXO-3-QUINOLINECARBOXALDEHYDE ClC1=C(C(NC2=CC=CC=C12)=O)C=O